4-benzyl-5-bromo-N-(4-cyano-2-fluorophenyl)-1H-pyrrole-3-sulfonamide C(C1=CC=CC=C1)C=1C(=CNC1Br)S(=O)(=O)NC1=C(C=C(C=C1)C#N)F